ClC1=C(C=CC2=C1C(=N[C@H](C=1N2N=C(N1)NC(=O)N1CC(C1)F)C)C1=C(C=CC=C1F)F)C(F)(F)F N-[(4S)-7-chloro-6-(2,6-difluorophenyl)-4-methyl-8-(trifluoromethyl)-4H-[1,2,4]triazolo[1,5-a][1,4]benzodiazepine-2-Yl]-3-fluoro-azetidine-1-carboxamide